nitropropen-1,3-diol [N+](=O)([O-])C(=CCO)O